8-(5-bromo-3-fluoropyridin-2-yl)-1,4-dioxaspiro[4.5]decan-8-ol BrC=1C=C(C(=NC1)C1(CCC2(OCCO2)CC1)O)F